6-fluoro-4-oxo-7-{3-[(pyridin-2-ylamino)methyl]azetidin-1-yl}-1-(1,3-thiazol-2-yl)-1,4-dihydro-1,8-naphthyridine-3-carboxylic acid FC=1C=C2C(C(=CN(C2=NC1N1CC(C1)CNC1=NC=CC=C1)C=1SC=CN1)C(=O)O)=O